C(CC)OC(C=1[C@@H]([C@](C(=CC1)C=C)(C1=CC=C(C=C1)[N+](=O)[O-])O)N(C)C)=O (2s,3s)-2-(N,N-dimethylamino)-3-hydroxy-3-(4-nitrophenyl)-4-vinylbenzoic acid propyl ester